ClC1=CC(=C(C=C1)[C@@]1(OC2=C(O1)C=CC=C2C2CCN(CC2)CC=2N(C(=C(N2)C=2NOC(N2)=O)C)C[C@H]2OCC2)C)F 3-(2-((4-((S)-2-(4-chloro-2-fluorophenyl)-2-methylbenzo[d][1,3]dioxol-4-yl)piperidin-1-yl)methyl)-5-methyl-1-(((S)-oxetan-2-yl)methyl)-1H-imidazol-4-yl)-1,2,4-oxadiazol-5(2H)-one